3-[4-(6-aminohexyl)-3-methyl-2-oxo-1,3-benzodiazol-1-yl]piperidine-2,6-dione hydrochloride Cl.NCCCCCCC1=CC=CC=2N(C(N(C21)C)=O)C2C(NC(CC2)=O)=O